2-[7-(4-methyl-4-azaspiro[2.5]octan-7-yl)-7H-pyrrolo[2,3-c]pyridazin-3-yl]-5-(1H-1,2,3-triazol-1-yl)phenol hydrochloride Cl.CN1C2(CC2)CC(CC1)N1C=CC2=C1N=NC(=C2)C2=C(C=C(C=C2)N2N=NC=C2)O